ClC1=C(C=CC=C1)C=1OC2=C(C(C1)=O)C(=CC(=C2[C@@H]2[C@@H](CN(CC2)C)O)OC(N(CC2NCCCC2)C)=O)O Methyl-[(piperidin-2-yl)methyl]carbamic acid 2-(2-chlorophenyl)-5-hydroxy-8-[(3S,4R)-3-hydroxy-1-methylpiperidin-4-yl]-4-oxo-4H-1-benzopyran-7-yl ester